S(=O)(=O)(O)C(C(=O)[O-])(CCCCNC(CCCC[C@@H]1SC[C@@H]2NC(=O)N[C@H]12)=O)N1C(CCC1=O)=O sulfosuccinimidyl-6-(biotinamido)-hexanoate